C(C)(C)(C)OC(N(C1=C(C(=C(C=C1)Cl)F)C=O)CC)=O ethyl-(4-chloro-3-fluoro-2-formylphenyl)carbamic acid tert-butyl ester